C1(=CC=C(C=C1)C1=C(OC=C1)C=1NC=CC1)C 2-(3-(p-tolyl)furan-2-yl)-1H-pyrrole